benzyl (S)-(1-amino-3-(3-(benzyloxy)propoxy)-1-oxopropan-2-yl)carbamate NC([C@H](COCCCOCC1=CC=CC=C1)NC(OCC1=CC=CC=C1)=O)=O